(2-Amino-1-(3-hydroxy-2,6-dimethylphenyl)-5,6-dimethyl-1H-pyrrolo[2,3-b]pyridin-3-yl)((3S,4S)-3,4-dihydroxypyrrolidin-1-yl)methanone NC1=C(C=2C(=NC(=C(C2)C)C)N1C1=C(C(=CC=C1C)O)C)C(=O)N1C[C@@H]([C@H](C1)O)O